FC(CN1CCNCC1)(F)C1CCN(CC1)CC1CCN(CC1)C=1C=C2C(N(C(C2=CC1)=O)C1C(NC(CC1)=O)=O)=O 5-[4-[[4-(1,1-difluoro-2-piperazin-1-yl-ethyl)-1-piperidyl]methyl]-1-piperidyl]-2-(2,6-dioxo-3-piperidyl)isoindoline-1,3-dione